3-chloro-8,8a-dihydroxy-N,N-dimethyl-5a-(4-(methylsulfonyl)phenyl)-6-phenyl-5a,7,8,8a-tetrahydro-6H-cyclopenta[4,5]furo[3,2-b]pyridine-7-carboxamide ClC=1C=C2C(=NC1)C1(C(O2)(C(C(C1O)C(=O)N(C)C)C1=CC=CC=C1)C1=CC=C(C=C1)S(=O)(=O)C)O